FC1=C(C=O)C(=CC(=C1)N1N=CC(=C1)[N+](=O)[O-])F 2,6-difluoro-4-(4-nitro-1H-pyrazol-1-yl)benzaldehyde